(S)-2-(Boc-amino)-4-pentenoic acid C(=O)(OC(C)(C)C)N[C@H](C(=O)O)CC=C